P(=O)(Cl)(Cl)Cl Phosphorous oxychloride